((7-chloro-1H-indol-3-yl)methyl)-3-methyl-2,4-imidazolidinedione ClC=1C=CC=C2C(=CNC12)CN1C(N(C(C1)=O)C)=O